3-methoxy-N-[3-(2-methylpyrazol-3-yl)-4-(2-morpholin-4-ylethoxy)phenyl]benzamide methyl-4-(2-(1-(2-(tert-butoxy)-2-oxoethyl)-1H-pyrazol-4-yl)phenyl)-4-hydroxy-2-methylenebutanoate COC(C(CC(O)C1=C(C=CC=C1)C=1C=NN(C1)CC(=O)OC(C)(C)C)=C)=O.COC=1C=C(C(=O)NC2=CC(=C(C=C2)OCCN2CCOCC2)C=2N(N=CC2)C)C=CC1